(E)-1-(1-(3-nitro-1H-indol-1-yl)cyclopropyl)-5-phenylpent-1-en-3-one [N+](=O)([O-])C1=CN(C2=CC=CC=C12)C1(CC1)\C=C\C(CCC1=CC=CC=C1)=O